C12CNCC2C1C=1N=C(C(=C2C(=C(N=CC12)C1=CC(=CC2=CC=C(C(=C12)C#C)F)O)F)C)C 4-[8-(3-azabicyclo[3.1.0]hexan-6-yl)-4-fluoro-5,6-dimethyl-2,7-naphthyridin-3-yl]-5-ethynyl-6-fluoro-naphthalen-2-ol